4-Methoxybenzyl-L-penicillamine COC1=CC=C(CN[C@@H](C(C)(C)S)C(=O)O)C=C1